tert-Butyl N-[2-[tert-butyl(diphenyl)silyl]oxypent-4-enyl]carbamate [Si](C1=CC=CC=C1)(C1=CC=CC=C1)(C(C)(C)C)OC(CNC(OC(C)(C)C)=O)CC=C